4-(sec-butoxy)-2-(4-fluorophenylvinyl)-6-hydroxybenzoate C(C)(CC)OC1=CC(=C(C(=O)[O-])C(=C1)O)C=CC1=CC=C(C=C1)F